benzyl 2-hydroxy-2-methyl-8-azabicyclo[3.2.1]octane-8-carboxylate OC1(C2CCC(CC1)N2C(=O)OCC2=CC=CC=C2)C